3-((2-methylene-4-oxo-4-(1-(4-(trifluoromethyl)phenyl)cyclobutoxy)butanoyl)oxy)propanoic acid C=C(C(=O)OCCC(=O)O)CC(OC1(CCC1)C1=CC=C(C=C1)C(F)(F)F)=O